NC1=C2C(=NC=N1)N(N=C2C2=CC=C(C=C2)OC2=CC=CC=C2)C2CCN(CC2)C2CCN(CC2)CCCN2CCC(CC2)C2=CC=C(C=C2)N2C(NC(CC2)=O)=O 1-(4-(1-(3-(4-(4-amino-3-(4-phenoxyphenyl)-1H-pyrazolo[3,4-d]pyrimidin-1-yl)-[1,4'-bipiperidin]-1'-yl)propyl)piperidin-4-yl)phenyl)dihydropyrimidine-2,4(1H,3H)-dione